N-(3-((2,2-dimethyloxetan-3-yl)oxy)-1-(methyl-d3)-1H-pyrazol-4-yl)carboxamide CC1(OCC1OC1=NN(C=C1NC=O)C([2H])([2H])[2H])C